2-(3-(3-((R)-fluoro(4-methyl-4H-1,2,4-triazol-3-yl)methyl)oxetan-3-yl)phenyl)-6-(((R)-2-(hydroxymethyl)pyrrolidin-1-yl)methyl)-4-(trifluoromethyl)isoindolin-1-one F[C@H](C1(COC1)C=1C=C(C=CC1)N1C(C2=CC(=CC(=C2C1)C(F)(F)F)CN1[C@H](CCC1)CO)=O)C1=NN=CN1C